C(C)(C)OC1=CC=C(C=C1)B(O)O 4-isopropoxyphenylboronic acid